N-(3-chlorophenyl)-1-(3-fluorocyclobutyl)-N-(4-(hydrazinecarbonyl)benzyl)piperidin-c-4-sulfonamide ammonium ethionate S(=O)(=O)([O-])CCS(=O)(=O)[O-].[NH4+].ClC=1C=C(C=CC1)N(S(=O)(=O)C1CCN(CC1)C1CC(C1)F)CC1=CC=C(C=C1)C(=O)NN.[NH4+]